diglycidyl 2,5-dihydroxyterephthalate OC1=C(C(=O)OCC2CO2)C=C(C(=C1)C(=O)OCC1CO1)O